C(C)(=O)NCCC1=CNC2=CC(=CC=C12)OC(CC(=O)O)=O 3-((3-(2-acetamidoethyl)-1H-indol-6-yl)oxy)-3-oxopropionic acid